Diethyl ((S)-2-(2-(4-chlorophenyl)-2-methylpropanamido)hexanoyl)-D-glutamate ClC1=CC=C(C=C1)C(C(=O)N[C@H](C(=O)N[C@H](CCC(=O)OCC)C(=O)OCC)CCCC)(C)C